OP(O)OP(O)O.C(C)(C)(C)C1=C(C(=CC(=C1)C(C)(C)C)C)C(O)(C(CO)(CO)CO)C1=C(C=C(C=C1C)C(C)(C)C)C(C)(C)C bis(2,4-di-tert-butyl-6-methyl-phenyl)-pentaerythritol diphosphite